6-(Hydroxymethyl)-1-methylpyridin-2(1H)-one OCC1=CC=CC(N1C)=O